4-amino-3,5-dichloro-6-(2-fluoro-4-(trimethylsilyl)phenyl)-pyridine-2-carboxylic acid methyl ester COC(=O)C1=NC(=C(C(=C1Cl)N)Cl)C1=C(C=C(C=C1)[Si](C)(C)C)F